5-[2-(2-fluoroethoxy)ethyl]-2-thiophenecarboxylic acid FCCOCCC1=CC=C(S1)C(=O)O